bis(trifluoroacetyl)iodonium FC(C(=O)[I+]C(C(F)(F)F)=O)(F)F